bis(2-hydroxyethyl) butanedioate C(CCC(=O)OCCO)(=O)OCCO